COCC(C#C)=O (S)-1-Methoxybut-3-yn-2-al